CC1=C(C=CC=C1COCC=1N=NN(C1)C1=C(C=CC=C1)C)C1=CC=CC=C1 4-(((2-Methylbiphenyl-3-yl)methoxy)methyl)-1-o-tolyl-1H-1,2,3-triazole